3-ethyl-5-fluoro-2,4-dihydroxy-6-methylbenzoate C(C)C=1C(=C(C(=O)[O-])C(=C(C1O)F)C)O